2-(3,5-dimethylphenyl)acetic acid methyl ester COC(CC1=CC(=CC(=C1)C)C)=O